CC=1C=NC2=CC(=C(C=C2N1)O)C=1N=NC(=CC1)N(C1CC(NC(C1)(C)C)(C)C)C 3-methyl-7-(6-(methyl(2,2,6,6-tetramethylpiperidin-4-yl)amino)pyridazin-3-yl)quinoxalin-6-ol